C(C)(C)(C)OC(=O)N1CCC(CC1)C=1C=CC=2NC3=CC(=CC=C3C2C1)C1=CC(=NC(=C1)C)C 4-(7-(2,6-Dimethylpyridin-4-yl)-9H-carbazol-3-yl)piperidine-1-carboxylic acid tert-butyl ester